2-(4-Methylthiazol-5-yl)ethan-1-ol CC=1N=CSC1CCO